1-(3,5-dibromophenyl)-3-(5-bromo-2-hydroxymethylphenyl)urea BrC=1C=C(C=C(C1)Br)NC(=O)NC1=C(C=CC(=C1)Br)CO